2,4-dibromo-N-[(2R)-1-(tert-butylamino)-3-methylbutan-2-yl]-5-methoxybenzene-1-sulfonamide BrC1=C(C=C(C(=C1)Br)OC)S(=O)(=O)N[C@@H](CNC(C)(C)C)C(C)C